4-(cyclopropyl-methyl)-5-methyl-1H-pyrazol-3-amine C1(CC1)CC=1C(=NNC1C)N